2-(3-(4-((1H-pyrazol-3-yl)amino)-5-(cyclopropylmethoxy)-6-methylquinazolin-2-yl)-phenoxy)-N-(tert-butyl)acetamide N1N=C(C=C1)NC1=NC(=NC2=CC=C(C(=C12)OCC1CC1)C)C=1C=C(OCC(=O)NC(C)(C)C)C=CC1